C(C)(C)(C)OC(=O)N1C(CCCC1)CO[Si](C1=CC=CC=C1)(C1=CC=CC=C1)C(C)(C)C (((tert-butyldiphenylsilyl)oxy)methyl)piperidine-1-carboxylic acid tert-butyl ester